1-(((R)-7-((2S,4R)-4-amino-2-(2,5-difluorophenyl)piperidine-1-carbonyl)-7-azaspiro[4.5]dec-10-yl)methyl)-4-(2-methoxyphenyl)pyridin-2(1H)-one N[C@H]1C[C@H](N(CC1)C(=O)N1CC2(CCCC2)[C@@H](CC1)CN1C(C=C(C=C1)C1=C(C=CC=C1)OC)=O)C1=C(C=CC(=C1)F)F